(S)-2-(1-(3-chlorophenyl)-2-hydroxyethyl)-6-(2-((tetrahydro-2H-pyran-4-yl)amino)pyrimidin-4-yl)isoindolin-1-one ClC=1C=C(C=CC1)[C@@H](CO)N1C(C2=CC(=CC=C2C1)C1=NC(=NC=C1)NC1CCOCC1)=O